1,2-Diphytanoyl-sn-glycerol C(CC(C)CCCC(C)CCCC(C)CCCC(C)C)(=O)OC[C@@H](OC(CC(C)CCCC(C)CCCC(C)CCCC(C)C)=O)CO